2-(2-hydroxyethyl-amino)-5-aminotoluene OCCNC1=C(C)C=C(C=C1)N